C(#N)C=1C=NC2=CC(=C(C=C2C1NC1=CC(=CC=C1)C#C)N)OCC 3-cyano-6-amino-7-ethoxy-4-(3-ethynylanilino)quinoline